N-(1-methylethyl)-4-((2-methylhydrazino)methyl)benzamide CC(C)NC(C1=CC=C(C=C1)CNNC)=O